N4,N4'-di(Naphthalen-1-yl)-N4,N4'-bis(4-vinylphenyl)biphenyl-4,4'-diamine C=CC1=CC=C(C=C1)N(C2=CC=C(C=C2)C3=CC=C(C=C3)N(C4=CC=C(C=C4)C=C)C5=CC=CC6=CC=CC=C65)C7=CC=CC8=CC=CC=C87